(5-(3-ethyl-1H-pyrrolo[2,3-b]pyridin-5-yl)-2-(hydroxymethyl)phenyl)dimethylphosphinooxide C(C)C1=CNC2=NC=C(C=C21)C=2C=CC(=C(C2)CP(C)OP(C)CC2=C(C=CC(=C2)C=2C=C1C(=NC2)NC=C1CC)CO)CO